3-(4-(2,2-difluorovinyl)phenyl)thiophene (1R,2S,5S)-3-[(2S)-2-amino-2-cyclobutyl-acetyl]-6,6-dimethyl-3-azabicyclo[3.1.0]hexane-2-carboxylate N[C@H](C(=O)N1[C@@H]([C@H]2C([C@H]2C1)(C)C)C(=O)O)C1CCC1.FC(=CC1=CC=C(C=C1)C1=CSC=C1)F